N-[2-chloro-6-(4-isopropyl-1,4-diazepan-1-yl)phenyl]-4-{5-[(1S,2S)-2-fluorocyclopropyl]-1,2,4-oxadiazol-3-yl}-4-methylpiperidine-1-carboxamide ClC1=C(C(=CC=C1)N1CCN(CCC1)C(C)C)NC(=O)N1CCC(CC1)(C)C1=NOC(=N1)[C@H]1[C@H](C1)F